C[Si](OCCCCCC)(OCOCCCCCCCCC=CCC=CCCCCC)C 8,8-dimethyl-7,9,11-trioxa-8-silanonacosa-20,23-diene